sodium iron sulfate sodium [Na+].S(=O)(=O)([O-])[O-].[Fe+2].[Na+].S(=O)(=O)([O-])[O-]